4'-(tert-butyl)-[2,2'-bipyridin]-6-ol C(C)(C)(C)C1=CC(=NC=C1)C1=NC(=CC=C1)O